FC1=C(C=CC(=C1)CN1C(=NC=2C=NC=3N=C(C=CC3C21)OC)CN2CCOCC2)S(=O)(=O)N 2-fluoro-4-((7-methoxy-2-(morpholinomethyl)-1H-imidazo[4,5-c][1,8]naphthyridin-1-yl)methyl)benzenesulfonamide